C(/C1=CC=CC=C1)=N\N1C(C(N(CC1)[C@@]1(CN2C([C@H]([C@@H]2S1)NC(CC1=CC=CC=C1)=O)=O)C(=O)OC(C1=CC=CC=C1)C1=CC=CC=C1)=O)=O |&1:19| benzhydryl (3R,SR,6R)-3-(4-(((E)-benzylidene)amino)-2,3-dioxopiperazin-1-yl)-7-oxo-6-(2-phenylacetamido)-4-thia-1-azabicyclo[3.2.0]heptane-3-carboxylate